methyl (3S)-3-(7-cyclopropyl-1,4-dimethyl-1H-benzotriazol-5-yl)-3-(7-{[(2R)-2-ethyl-7-hydroxy-2,3-dihydropyrido[2,3-f][1,4]oxazepine-4(5H)-yl]methyl}-1-benzothiophen-5-yl)propanoate C1(CC1)C1=CC(=C(C2=C1N(N=N2)C)C)[C@@H](CC(=O)OC)C=2C=C(C1=C(C=CS1)C2)CN2C[C@H](OC1=C(C2)N=C(C=C1)O)CC